tert-butyl 3-(2-aminoethyl)-2-oxo-1,3,8-triazaspiro[4.5]decane-8-carboxylate NCCN1C(NC2(C1)CCN(CC2)C(=O)OC(C)(C)C)=O